C1(CC1)C=1N=C2N(N=CC(=C2)OCC(F)F)C1 cyclopropyl-7-(2,2-difluoroethoxy)imidazo[1,2-b]pyridazine